C(C1=CC=CC=C1)OC(=O)N1CC2(CC1)CCN(CC2)C2=CC=C1C3=C(NC1=C2)N=CNC3=O 8-(4-oxo-4,9-dihydro-3H-pyrimido[4,5-b]indol-7-yl)-2,8-diazaspiro[4.5]decane-2-carboxylic acid benzyl ester